C(=O)(O)C(CC=1C=2C(=NC1)C=NC2CN(CC=2C=C(C=CC2)CC(C(=O)O)C2CNCC2)CC=2C=C(C=CC2)CC(C(=O)O)C2CNCC2)C2CNCC2 3,3'-(((((3-(2-carboxy-2-(pyrrolidin-3-yl)ethyl)pyrrolo[3,4-b]pyrrol-4-yl)methyl)azanediyl)bis(methylene))bis(3,1-phenylene))bis(2-(pyrrolidin-3-yl)propanoic acid)